5-hexyl-4-phenyl-3a-(1-phenylvinyl)-1,2,3,3a,6,6a-hexahydropentalen-1-yl sulfamoylcarbamate S(N)(=O)(=O)NC(OC1CCC2(C(=C(CC12)CCCCCC)C1=CC=CC=C1)C(=C)C1=CC=CC=C1)=O